C(C)(C)(C)[Si](OCCC1CCC(CC1)N1N=C(N=C1)C=1C(=CC(=NC1)N1N=CC=2C1=NC=C(C2)C#N)N[C@H](C)C#N)(C2=CC=CC=C2)C2=CC=CC=C2 1-(5-(1-((1r,4R)-4-(2-((tertbutyldiphenylsilyl)oxy)ethyl)cyclohexyl)-1H-1,2,4-triazol-3-yl)-4-(((R)-1-cyanoethyl)amino)pyridin-2-yl)-1H-pyrazolo[3,4-b]pyridine-5-carbonitrile